C(C)N1C(=CC2=C(C=CC=C12)CNC1CCN(CC1)C)C#CCNC1=CC=CC=C1 N-({1-ethyl-2-[3-(phenylamino)prop-1-yn-1-yl]-1H-indol-4-yl}methyl)-1-methylpiperidin-4-amine